ClC=1C=C(C=NC1N1N=C(N=C1)C)NC(=O)C=1C=NN(C1C(F)(F)F)C=1C=2C3=C(C(NC3=CC1)=C=O)C=CC2 N-(5-chloro-6-(3-methyl-1H-1,2,4-triazol-1-yl)pyridin-3-yl)-1-(2-carbonyl-1,2-dihydrobenzo[cd]indol-6-yl)-5-(trifluoromethyl)-1H-pyrazole-4-carboxamide